ClC=1C=CC2=C([C@@H](C[C@@H](O2)C(=O)NC23CC(C2)(C3)C3=NOC(=C3)[C@@H]3C[C@@H](C3)OC(F)(F)F)O)C1 (2R-4R)-6-chloro-4-hydroxy-N-(3-{5-[cis-3-(trifluoromethoxy)cyclobutyl]-1,2-oxazol-3-yl}bicyclo[1.1.1]pentan-1-yl)-3,4-dihydro-2H-1-benzopyran-2-carboxamide